N1-(2-(dimethylamino)ethyl)-5-methoxy-N1-methyl-2-nitro-N4-(4-(pyrazolo[1,5-a]pyrimidin-3-yl)pyridin-2-yl)benzene-1,4-diamine CN(CCN(C1=C(C=C(C(=C1)OC)NC1=NC=CC(=C1)C=1C=NN2C1N=CC=C2)[N+](=O)[O-])C)C